FC1(C=NC2=C(O1)C=C(C(=C2)C2=C(C(=C(C(=C2F)F)F)F)F)F)F 2,2,7-trifluoro-6-(perfluorophenyl)-2H-benzo[b][1,4]oxazin